(4-bromophenyl)pyrazolidin-3-one BrC1=CC=C(C=C1)N1NC(CC1)=O